C(C)(C)OC1=C(C=C(C=C1)B1OC(C(O1)(C)C)(C)C)OC 2-(4-isopropoxy-3-methoxy-phenyl)-4,4,5,5-tetramethyl-1,3,2-dioxaborolane